O1CCC2=C1C=CC(=C2)S(=O)(=O)N dihydro-1-benzofuran-5-sulfonamide